tert-butyl (3S)-4-(6-fluoro-7-(2-fluoro-6-methylphenyl)-1-(2-isopropyl-4-methylpyridin-3-yl)-2-oxo-1,2-dihydropyrido[2,3-d]pyrimidin-4-yl)-3-methylpiperazine-1-carboxylate FC1=CC2=C(N(C(N=C2N2[C@H](CN(CC2)C(=O)OC(C)(C)C)C)=O)C=2C(=NC=CC2C)C(C)C)N=C1C1=C(C=CC=C1C)F